4-(bromomethyl)-7-chloroquinolin-2-ol BrCC1=CC(=NC2=CC(=CC=C12)Cl)O